tert-butyl 3-(4-(6-chloro-4-oxo-3,4-dihydro-7H-pyrrolo[2,3-d]pyrimidin-7-yl)phenyl)morpholine-4-carboxylate ClC1=CC2=C(N=CNC2=O)N1C1=CC=C(C=C1)C1N(CCOC1)C(=O)OC(C)(C)C